ClCCN(CCCCCCCC(=O)OC(CCCCCCCC)CCCCCCCC)CCCCCC(OC(CC)CCCCCCCCCC)=O heptadecan-9-yl 8-((2-chloroethyl)(6-oxo-6-(tridecan-3-yloxy)hexyl)amino)octanoate